1-(2,2-dibromo-1-chloroethenyl)-4-bromobenzene BrC(=C(Cl)C1=CC=C(C=C1)Br)Br